F[C@@H]1[C@@H](C1)C1=C(N=C(S1)CNC=O)C(=O)OCC |r| rac-ethyl 5-((1R,2S)-2-fluorocyclopropyl)-2-(formamidomethyl)thiazole-4-carboxylate